tert-butyl (1S,6R)-3-(4-methoxybenzyl)-3,9-diazabicyclo[4.2.1]nonane-9-carboxylate COC1=CC=C(CN2C[C@@H]3CC[C@H](CC2)N3C(=O)OC(C)(C)C)C=C1